C1CCCC2CCCC=C12 Octahydronaphthalen